azidocopper N(=[N+]=[N-])[Cu]